F[C@@H](C(=O)OCC)ON1[C@@H]2C=C([C@H](N(C1=O)C2)C(NCC#N)=O)C ethyl (2S)-2-fluoro-2-[[(2S,5R)-2-(cyanomethyl-carbamoyl)-3-methyl-7-oxo-1,6-diazabicyclo[3.2.1]oct-3-en-6-yl]oxy]acetate